(2S,3R,4R,5R)-4-[[3-(3-methoxy-2-methyl-4-pyridinyl)-4,5-dimethyl-5-(trifluoromethyl)tetrahydrofuran-2-carbonyl]amino]pyridine-2-carboxamide 3-Methylthiohexyl-acetate CSC(CCOC(C)=O)CCC.COC=1C(=NC=CC1[C@@H]1[C@H](O[C@]([C@@H]1C)(C(F)(F)F)C)C(=O)NC1=CC(=NC=C1)C(=O)N)C